BrC=1C=C2C(=C(C(N(C2=CC1O[C@H]1COCC1)C)=O)C#N)N1CCC(CC1)C1=NN(N=C1)C=1C=NC=CC1 |r| (Rac)-6-bromo-1-methyl-2-oxo-7-[(oxolan-3-yl)oxy]-4-{4-[2-(pyridin-3-yl)-2H-1,2,3-triazol-4-yl]piperidin-1-yl}-1,2-dihydroquinoline-3-carbonitrile